ClC1=CC=C(C=C1)C1=CC=NC(N1CC(C)(C)O)C=1SC(=CC1)C#N 6-(4-Chlorophenyl)-2-(5-cyanothiophen-2-yl)-N-(2-hydroxy-2-methylpropyl)pyrimidin